(S)-4-((2-((5-fluoropyridin-3-yl)oxy)ethyl)(4-(5,6,7,8-tetrahydro-1,8-naphthyridin-2-yl)butyl)amino)-2-(quinoxalin-2-ylamino)butanoic acid FC=1C=C(C=NC1)OCCN(CC[C@@H](C(=O)O)NC1=NC2=CC=CC=C2N=C1)CCCCC1=NC=2NCCCC2C=C1